2-(4-chloro-6-methylpyrimidine-2-yl)phenol ClC1=NC(=NC(=C1)C)C1=C(C=CC=C1)O